C1(=CC=CC2=CC=CC=C12)C(=O)[O-].[Cu+2].C1(=CC=CC2=CC=CC=C12)C(=O)[O-] copper naphthate